C(CC)[Hf] propyl-hafnium